C(CC)(=O)ONCC=1C=C2CCCN(C2=CC1)C1=NOC(=N1)C1CC2CCCCC2CC1 (((1-(5-(decahydronaphthalen-2-yl)-1,2,4-oxadiazol-3-yl)-1,2,3,4-tetrahydroquinolin-6-yl) methyl) amino) propionate